tert-butyl (R)-2-(4-chloro-2-(6-((2,6-dioxo-3-(2,2,2-trifluoroethyl)-3,6-dihydropyrimidin-1(2H)-yl)methyl)pyrrolo[2,1-f][1,2,4]triazin-4-yl)-6-methylbenzyl)morpholine-4-carboxylate ClC1=CC(=C(C[C@@H]2CN(CCO2)C(=O)OC(C)(C)C)C(=C1)C)C1=NC=NN2C1=CC(=C2)CN2C(N(C=CC2=O)CC(F)(F)F)=O